tert-butyl (S)-3-((3-((1-(4-bromonaphthalen-1-yl)ethyl)carbamoyl)-4-methylphenyl)amino)azetidine-1-carboxylate BrC1=CC=C(C2=CC=CC=C12)[C@H](C)NC(=O)C=1C=C(C=CC1C)NC1CN(C1)C(=O)OC(C)(C)C